ClC1=CC=C2C(NC(N(C2=C1)C1=CC=NN1)=O)=O 7-chloro-1-(1H-pyrazol-5-yl)quinazolin-2,4(1H,3H)-dione